COC1=NC=CC=C1C=1C(=NC=CC1)OC=1C=NC=2CCCCC2C1 3-{[2'-methoxy-(3,3'-bipyridin)-2-yl]oxy}-5,6,7,8-tetrahydroquinoline